methyl 2-(4,4-difluorocyclohex-1-en-1-yl)-5-nitropyridine-3-carboxylate FC1(CC=C(CC1)C1=NC=C(C=C1C(=O)OC)[N+](=O)[O-])F